CC(CC)OCC(=O)O 2-(BUTAN-2-YLOXY)ACETIC ACID